C(C)(C)(C)OC(=O)N1C[C@H](C([C@H](C1)C)(F)F)CCCOC1=C2N(C(C(NC2=CC(=C1)N)=O)=O)C.FC1=CC(=CC(=C1)COC)F 1,3-difluoro-5-(methoxymethyl)benzene tert-Butyl-(3R,5S)-3-(3-((7-amino-4-methyl-2,3-dioxo-1,2,3,4-tetrahydroquinoxalin-5-yl)oxy)propyl)-4,4-difluoro-5-methylpiperidine-1-carboxylate